ClC1=NC=CC(=C1)C1=C(C=NC(=C1OC)C)C(=O)NC=1SC(=NN1)OC1CC1 2'-chloro-N-(5-cyclopropoxy-1,3,4-thiadiazol-2-yl)-5-methoxy-6-methyl-(4,4'-bipyridine)-3-carboxamide